5-(3H-benzimidazol-5-yl)-1,2,3,4-tetrahydroisoquinoline N1=CNC2=C1C=CC(=C2)C2=C1CCNCC1=CC=C2